ClC=1C(=C(C=CC1)NC1=NC=NC2=CC(=C(C=C12)[C@]1(N(CCN(C1)CC1CC1)C(=O)N)C)OC)F 4-[(3-chloro-2-fluorophenyl)amino]-7-methoxyquinazolin-6-yl-4-(cyclopropylmethyl)-(R)-2-methylpiperazine-1-carboxamide